(2S)-2-[5-(1-cyclopropyl-1H-pyrazol-5-yl)-1,3,4-thiadiazol-2-yl]-1,1-difluoro-6-azaspiro[2.5]octane-6-sulfonamide C1(CC1)N1N=CC=C1C1=NN=C(S1)[C@@H]1C(C12CCN(CC2)S(=O)(=O)N)(F)F